N1=C(NCC1)C=1C=C(C=C(C1)NC(=O)NC1=CC=C(C=C1)C)F N-[5-(4,5-dihydro-3H-imidazol-2-yl)-3-fluorophenyl]-1-[(4-methylphenyl)amino]methanamide